COC(=O)[C@H]1N(C[C@@H](C1)OC1=CC=C(C=C1)C)C(=O)OC(C)(C)C (2S,4R)-4-(p-tolyloxy)pyrrolidine-1,2-dicarboxylic acid 1-(tert-butyl) ester 2-methyl ester